C(=O)(OC(C)(C)C)N[C@H](CC1=CC=C(C=C1)O)C(=O)O boc-D-tyrosine